2-(3-Cyano-4-(3-fluoro-4-(6-(N-isopropylcarbamimidoyl)-1H-benzo[d]imidazol-2-yl)phenoxy)phenyl)-N-isopropyl-1H-benzo[d]imidazole-6-carboximidamide C(#N)C=1C=C(C=CC1OC1=CC(=C(C=C1)C1=NC2=C(N1)C=C(C=C2)C(NC(C)C)=N)F)C2=NC1=C(N2)C=C(C=C1)C(NC(C)C)=N